((3R,4R)-tert-butyl 1-(4,6-difluoro-1H-benzimidazol-2-yl)-4-fluoropiperidin-3-yl) carbamate C(N)(O[C@@H]1C(N(CC[C@H]1F)C1=NC2=C(N1)C=C(C=C2F)F)C(C)(C)C)=O